nickel-thorium [Th].[Ni]